NC=1C=2N(C(=CC1)C1=CN(C=3N=CN=C(C31)N)C=3C=NC=CC3)C=CN2 5-(8-aminoimidazo[1,2-a]pyridin-5-yl)-7-(pyridin-3-yl)-7H-pyrrolo[2,3-d]pyrimidin-4-amine